C1(CC1)CN1CNC2=NC=C(C=C21)C2=CC(=C(C=C2)OC)F 1-(cyclopropylmethyl)-6-(3-fluoro-4-methoxy-phenyl)-3H-imidazo[4,5-b]Pyridine